C(C)[C@@H]1N(CCOC1)C1=NC(=CC(=C1)CS(=O)(=O)C)C1=CC=C2C(=N1)C=C(N2S(=O)(=O)C2=CC=CC=C2)C (S)-3-ethyl-4-(6-(2-methyl-1-(phenylsulfonyl)-1H-pyrrolo[3,2-b]pyridin-5-yl)-4-((methylsulfonyl)methyl)pyridin-2-yl)morpholine